O=C1NNC2(C1)CCN(CC2)C(=O)OC(C)(C)C tert-Butyl 3-oxo-1,2,8-triazaspiro[4.5]decane-8-carboxylate